(R)-l-N-ethylglycinyl-N-(6-(trifluoromethoxy)benzo[d]thiazol-2-yl)pyrrolidine-2-carboxamide C(C)NCC(=O)N1C(CCC1)C(=O)NC=1SC2=C(N1)C=CC(=C2)OC(F)(F)F